COC=1C=C(C=C(C1)OC)B1OC(C(O1)(C)C)(C)C 2-(3,5-dimethoxyphenyl)-4,4,5,5-tetramethyl-1,3,2-dioxaborolan